3,7-dimethyl-1,5,7-octatriene-3-ol CC(C=C)(CC=CC(=C)C)O